1,3-bis(tert-butyl)-2-ethynyl-cyclodisilazane C(C)(C)(C)N1[SiH](N([SiH2]1)C(C)(C)C)C#C